(6-((3S,4S)-4-amino-3-methyl-2-oxa-8-azaspiro[4.5]decan-8-yl)-3-((3-chloro-5-fluoropyridin-4-yl)ethynyl)-1H-pyrazolo[3,4-b]pyrazin-5-yl)methanol N[C@@H]1[C@@H](OCC12CCN(CC2)C2=C(N=C1C(=N2)NN=C1C#CC1=C(C=NC=C1F)Cl)CO)C